3-[(2R)-2-[3-oxo-3-[4-[5-(trifluoromethyl)pyrimidin-2-yl]piperazin-1-yl]propyl]indolin-1-yl]-5-(trifluoromethyl)-1H-pyridazin-6-one O=C(CC[C@H]1N(C2=CC=CC=C2C1)C1=NNC(C(=C1)C(F)(F)F)=O)N1CCN(CC1)C1=NC=C(C=N1)C(F)(F)F